C(C1=CC=CC=C1)(C1=CC=CC=C1)(C1=CC=CC=C1)SCCCCN(CC(CCCCCCCCCCCC)O)CC(CCCCCCCCCCCC)O 1,1'-((4-(tritylthio)butyl)azanediyl)bis(tetradecan-2-ol)